(M)-6,7-Dichloro-1-(2-methyl-6-(2-propanyl)phenyl)-4-((2S)-2-methyl-4-(2-propenoyl)-1-piperazinyl)pyrido[2,3-d]pyrimidin-2(1H)-one ClC1=CC2=C(N(C(N=C2N2[C@H](CN(CC2)C(C=C)=O)C)=O)C2=C(C=CC=C2C(C)C)C)N=C1Cl